1-methyl-3-hexylimidazolebis-salicylic acid CN1C(N(C(=C1)C=1C=CC=C(C1C(=O)O)O)CCCCCC)C=1C=CC=C(C1C(=O)O)O